C(C)N1C2=CC=CC=C2C=2C=C(C=CC12)C(=O)C1=CC=C(C=C1)OC (9-ethylcarbazol-3-yl)-(4-methoxyphenyl)methanone